5'-O-(tert-butyldiphenylsilyl)-5-[3-(2,2,2-trifluoroacetamido)-allyl]-2'-deoxyuridine [Si](C1=CC=CC=C1)(C1=CC=CC=C1)(C(C)(C)C)OC[C@@H]1[C@H](C[C@@H](O1)N1C(=O)NC(=O)C(=C1)CC=CNC(C(F)(F)F)=O)O